ClC=1C=C2N=C3C=CC(=CC3=C(C2=CC1)N)OC 6-chloro-2-methoxyacridin-9-amine